ClC=1C=CC=C2C(=NC=NC12)N[C@H](CN1CCN(CC1)S(=O)(=O)C1=CC(=C(C=C1)Cl)Cl)C 8-chloro-N-[(2S)-1-[4-(3,4-dichlorobenzenesulfonyl)piperazin-1-yl]propan-2-yl]quinazolin-4-amine